2,4-dimethoxycinnamic acid COC1=C(C=CC(=O)O)C=CC(=C1)OC